1,1-dimethyl-3-(4-fluorobenzoyl)-1,2,3,6-tetrahydro-azepino[4,5-b]indole-5-carboxylic acid ethyl ester C(C)OC(=O)C1=CN(CC(C2=C1NC=1C=CC=CC21)(C)C)C(C2=CC=C(C=C2)F)=O